NOC(COC1=CC=C(C#N)C=C1)C=CC 4-(2-aminooxy-pent-3-enoxy)-benzonitrile